ClC=1C=C(N)C=C(C1C)CC1N(CCOC1)C 3-chloro-4-methyl-5-((4-methylmorpholin-3-yl)methyl)aniline